3-(1-(1,3-oxazol-2-ylamino)ethyl)benzene-1,2-diamine O1C(=NC=C1)NC(C)C1=C(C(=CC=C1)N)N